2-Phenyl-1,3-benzooxazol-6-ylamine C1(=CC=CC=C1)C=1OC2=C(N1)C=CC(=C2)N